4-bromo-N,N-diphenylbenzylamine BrC1=CC=C(CN(C2=CC=CC=C2)C2=CC=CC=C2)C=C1